(4-{[2-(4-chlorophenyl)imidazo[1,2-a]pyridin-3-yl]methyl}piperazin-1-yl)(2-fluoro-5-methoxyphenyl)methanone ClC1=CC=C(C=C1)C=1N=C2N(C=CC=C2)C1CN1CCN(CC1)C(=O)C1=C(C=CC(=C1)OC)F